COC(C1=C(C=CC(=C1)[N+](=O)[O-])C=1N=CN(C1)C1CCC1)=O.Cl[Si](CCCF)(C)C chlorodimethyl-fluoropropyl-silane Methyl-2-(1-cyclobutyl-1H-imidazol-4-yl)-5-nitrobenzoate